BrC1=CC=C(C=C1)\C(=C(\CC(=O)O)/C(=O)OC)\C1=CC(=CC=C1)C(C)(C)C (E)-4-(4-bromophenyl)-4-(3-(tert-butyl)phenyl)-3-(methoxycarbonyl)but-3-enoic acid